FC1=CC=C(C=C1)[C@@H]1N(CCC2=CC=CC=C12)C(CC1CN(CCS1)C)=O 1-((S)-1-(4-fluorophenyl)-3,4-dihydroisoquinolin-2(1H)-yl)-2-(4-methylthiomorpholin-2-yl)ethanone